(1H-tetrazol-5-yl)methyl (1-((3-chloro-4-fluorophenyl)carbamoyl)-2-methyl-2,4,5,6-tetrahydrocyclopenta[c]pyrrol-4-yl)carbamate ClC=1C=C(C=CC1F)NC(=O)C=1N(C=C2C1CCC2NC(OCC2=NN=NN2)=O)C